FC(OC1=CC=C2C=CNC2=C1)(F)F 6-(trifluoromethoxy)-1H-indole